CC(CC)(CC)OC(=O)C1C2C=CC(C1)C2=O 5-(3-methyl-3-pentyloxycarbonyl)-7-oxo-bicyclo[2.2.1]Hept-2-ene